ClC1=NC(=C(C#N)C(=C1)N1CCC(CC1)C1=C(C=NN1C)C)C(F)(F)F 6-chloro-4-(4-(1,4-dimethyl-1H-pyrazol-5-yl)piperidin-1-yl)-2-(trifluoromethyl)nicotinonitrile